N3,N3'-(5-amino-3-iminopyridine-2,6(1H,3H)-diylidene)bis{N2-[2-(dimethylamino)ethyl]-6,7-dimethylpyrazolo[1,5-a]pyridine-2,3-diamine} NC1=CC(C(NC1=NC=1C(=NN2C1C=CC(=C2C)C)NCCN(C)C)=NC=2C(=NN1C2C=CC(=C1C)C)NCCN(C)C)=N